fmoc-L-tyrosine C(=O)(OCC1C2=CC=CC=C2C2=CC=CC=C12)N[C@@H](CC1=CC=C(C=C1)O)C(=O)O